7-bromo-5-(difluoromethyl)-4-oxo-3H-phthalazine-1-carboxylic acid BrC1=CC(=C2C(NN=C(C2=C1)C(=O)O)=O)C(F)F